C1(CC1)OC1=C(C(=NC=C1)OC)C1=NNC2=NC(=CC=C21)NC(=O)[C@H]2[C@H](C2)F (1S,2S)-N-[3-(4-cyclopropoxy-2-methoxypyridin-3-yl)-1H-pyrazolo[3,4-b]pyridin-6-yl]-2-fluorocyclopropane-1-carboxamide